(2-methylphenyl)-(2-propan-2-ylphenyl)iodonium CC1=C(C=CC=C1)[I+]C1=C(C=CC=C1)C(C)C